(R)-6-(2-(3'-chloro-[1,1'-biphenyl]-3-yl)-2-hydroxyacetyl)-2-(1-(5-cyclohexylpyridin-3-yl)cyclopropyl)-3,5,6,7,8,9-hexahydro-4H-pyrimido[5,4-c]azepin-4-one ClC=1C=C(C=CC1)C1=CC(=CC=C1)[C@H](C(=O)N1CC2=C(CCC1)N=C(NC2=O)C2(CC2)C=2C=NC=C(C2)C2CCCCC2)O